[Al].[Co].[Ni].[Li] Lithium-Nickel Cobalt-Aluminium